S1C(=NC2=C1C=CC=C2)C2=C(C=C(OCCCCCCC(=O)NO)C=C2)F 7-(4-(benzo[d]thiazole-2-yl)-3-fluorophenoxy)-N-hydroxyheptanamide